C(C=C)(=O)N1CCC(CC1)C1=NNC2=NC=NC(=C21)NC2=C(C=C(OC1=CC(=NC=C1)C(=O)NC)C=C2)F 4-(4-((3-(1-acryloylpiperidin-4-yl)-1H-pyrazolo[3,4-d]pyrimidin-4-yl)amino)-3-fluorophenoxy)-N-methylpicolinamide